ClC=1C=NN(C(C1Cl)=O)[C@H]1CC[C@H](CC1)N1C(N(C2=C1C=CC=C2)CCO[Si](C)(C)C(C)(C)C)=O Cis-1-[4-(4,5-dichloro-6-oxo-pyridazin-1-yl)cyclohexyl]-3-[2-[1,1-dimethylethyl(dimethyl)silyl]oxyethyl]benzimidazol-2-one